8-methyl-N-{[(2R/S)-5-oxotetrahydrofuran-2-yl]methyl}-2-(pyridin-2-ylmethyl)-4,5-dihydro-2H-furo[2,3-g]indazole-7-carboxamide CC1=C(OC=2CCC3=CN(N=C3C21)CC2=NC=CC=C2)C(=O)NC[C@@H]2OC(CC2)=O |r|